N-((5-chloro-6-(5-methoxypyrazin-2-yl)-1H-indol-2-yl)methyl)azetidine-1-carboxamide ClC=1C=C2C=C(NC2=CC1C1=NC=C(N=C1)OC)CNC(=O)N1CCC1